((allyloxy)-methoxyphenyl)carbamic acid tert-butyl ester C(C)(C)(C)OC(NC1=C(C(=CC=C1)OCC=C)OC)=O